[Cu].C1=C(C=CC2=CC=CC=C12)C(=O)O β-naphthoic acid copper